NC12CCC(CC1)(CC2)C2=CC=C(C=C2)C[C@H](C(=O)OC(C)(C)C)[C@@H]2CN(CC2)C(=O)OC(C)(C)C (R)-tert-butyl 3-((S)-3-(4-(4-aminobicyclo[2.2.2]octan-1-yl)phenyl)-1-(tert-butoxy)-1-oxopropan-2-yl)pyrrolidine-1-carboxylate